FC1=C(C=O)C=C(C=C1)OC=1C=NC(=CC1)C(F)(F)F 2-fluoro-5-((6-(trifluoromethyl)pyridin-3-yl)oxy)benzaldehyde